Tert-Butyl ((S)-(7-((R*)-1-(((S)-tert-butylsulfinyl)amino)ethyl)imidazo[1,2-b]pyridazin-2-yl)(4,4-difluorocyclohexyl)methyl)carbamate C(C)(C)(C)[S@](=O)N[C@H](C)C1=CC=2N(N=C1)C=C(N2)[C@H](C2CCC(CC2)(F)F)NC(OC(C)(C)C)=O |o1:7|